tert-butyl 4-hydroxy-2-(((R)-1-((1r,4R)-4-(methoxycarbonyl)cyclohexyl)propyl)(methyl)amino)-7,8-dihydropyrido[4,3-d]pyrimidine-6(5H)-carboxylate OC=1C2=C(N=C(N1)N(C)[C@H](CC)C1CCC(CC1)C(=O)OC)CCN(C2)C(=O)OC(C)(C)C